ClC=1C=C2C(N3C(=NC2=CC1Cl)[C@@H]1CCCN([C@@H]1CC3)C)=O |r| (±)-(4aR,13bR)-10,11-dichloro-4-methyl-1,2,3,4,4a,5,6,13b-octahydro-8H-[1,6]naphthyridino[5,6-b]quinazolin-8-one